Cl.ClC1=C(C=CC=C1)C1(C(CCCC1)=O)NC 2-(o-chlorophenyl)-2-(methylamino)cyclohexanone hydrochloride